C(C)(=O)NC1=CC=C(C=C1)CCNC(=O)C1NCC(C1)NCC1=CC=C(C=C1)OC N-[2-(4-acetamidophenyl)ethyl]-4-{[(4-methoxyphenyl)methyl]Amino}pyrrolidine-2-carboxamide